CC(CC1=CC=C(C=C1)C1=CC=C(C=C1)C#N)CC 4'-(2-methylbutyl)-4-biphenylcarbonitrile